3-(4-((1R,5S)-3,8-diazabicyclo[3.2.1]oct-3-yl)-8-fluoro-2-(((2R,7aS)-2-fluorotetrahydro-1H-pyrrolizin-7a(5H)-yl)methoxy)-5-methylpyrido[4,3-d]pyrimidin-7-yl)-5-(trifluoromethyl)aniline [C@H]12CN(C[C@H](CC1)N2)C=2C1=C(N=C(N2)OC[C@]23CCCN3C[C@@H](C2)F)C(=C(N=C1C)C=1C=C(N)C=C(C1)C(F)(F)F)F